5-(4-fluoro-1H-pyrazol-1-yl)-2-(6-(((1R,2R,3S,5S)-2-fluoro-8-azabicyclo[3.2.1]octan-3-yl)(methyl)amino)pyridazin-3-yl)phenol FC=1C=NN(C1)C=1C=CC(=C(C1)O)C=1N=NC(=CC1)N(C)[C@@H]1[C@@H]([C@H]2CC[C@@H](C1)N2)F